N-((2-(2,6-dioxopiperidin-3-yl)-1,3-dioxoisoindolin-5-yl)methyl)-2-(3-(4-(pyridin-2-yl)piperazin-1-yl)pyrrolidin-1-yl)acetamide O=C1NC(CCC1N1C(C2=CC=C(C=C2C1=O)CNC(CN1CC(CC1)N1CCN(CC1)C1=NC=CC=C1)=O)=O)=O